BrC=1C=C2C=NC(=NC2=CC1C(F)(F)P(O)(O)=O)NCCCS(=O)(=O)C ((6-bromo-2-((3-(methylsulfonyl)propyl)amino)quinazolin-7-yl)difluoromethyl)phosphonic acid